4-((8-methyl-2,3-dihydro-1H-pyrido[2,3-b][1,4]oxazin-7-yl)amino)-N-(4-((1-methylpiperidin-4-yl)amino)phenyl)-2-oxo-1,2-dihydropyridine-3-carboxamide CC1=C(C=NC=2OCCNC21)NC2=C(C(NC=C2)=O)C(=O)NC2=CC=C(C=C2)NC2CCN(CC2)C